2,2-Dimethyl-4-oxo-3,8,11-trioxa-5-azatridecan-13-yl methanesulfonate CS(=O)(=O)OCCOCCOCCNC(OC(C)(C)C)=O